6-(6-fluoro-4-methoxy-2-pyridyl)-5-methyl-7,8-dihydro-5H-pyrido[4,3-d]Pyrimidine-2-carbonitrile FC1=CC(=CC(=N1)N1C(C2=C(N=C(N=C2)C#N)CC1)C)OC